monocalcium monophosphate P(=O)([O-])([O-])O.[Ca+2]